tert-butyl (1R,4r)-4-(4-(((1S,4R)-4-(2-((2S,3S)-1-Methyl-5-oxo-2-(pyridin-3-yl) pyrrolidine-3-carboxamido)ethoxy)cyclohexyl)oxy)butanamido)cyclohexane-1-carboxylate CN1[C@@H]([C@H](CC1=O)C(=O)NCCOC1CCC(CC1)OCCCC(=O)NC1CCC(CC1)C(=O)OC(C)(C)C)C=1C=NC=CC1